CC1=NC(=CC=C1C1=CSC2=C1N=C(N=C2N2[C@@H](COCC2)C)C2=C1C(=NC=C2)NC=C1)C (R)-4-(7-(2,6-dimethylpyridin-3-yl)-2-(1H-pyrrolo[2,3-b]pyridin-4-yl)thieno[3,2-d]pyrimidin-4-yl)-3-methylmorpholine